3-[2-(dimethylamino)ethoxy]-5-fluoro-4-nitro-benzoic acid methyl ester COC(C1=CC(=C(C(=C1)F)[N+](=O)[O-])OCCN(C)C)=O